FC(S(=O)(=O)N[C@@H](C(C)C)C(=O)N1C(CCCC1)C(=O)N)(F)F 1-{N-[(trifluoromethyl)sulfonyl]-L-valyl}piperidine-2-carboxamide